1-(3-fluorophenyl)-3-(2,4,5-trifluoro-3-(quinoxaline-6-carbonyl)phenyl)urea FC=1C=C(C=CC1)NC(=O)NC1=C(C(=C(C(=C1)F)F)C(=O)C=1C=C2N=CC=NC2=CC1)F